NC(C(=O)N1CCC(=CC1)C1=CC=C(C=C1)NC(=O)N1CC2=CC=C(C=C2C1)F)(C)C N-(4-(1-(2-amino-2-methylpropanoyl)-1,2,3,6-tetrahydropyridin-4-yl)phenyl)-5-fluoroisoindoline-2-carboxamide